O1N=C(C2=C1C=CC=C2)CN2C(CCC2)=O 1-(benzo[d]isoxazol-3-ylmethyl)pyrrolidin-2-one